C(C1=CC=CC=C1)(C1=CC=CC=C1)NC1CC(C1)O 3-(benzhydrylamino)cyclobutan-1-ol